5-[3-(2-ethoxyphenylamino)-2-hydroxypropyl]-1,3,4-oxadiazol-2(3H)-one C(C)OC1=C(C=CC=C1)NCC(CC1=NNC(O1)=O)O